5-((furan-2-yl)methylene)-2,2-dimethyl-1,3-dioxane-4,6-dione O1C(=CC=C1)C=C1C(OC(OC1=O)(C)C)=O